OC1CCC(C=2C(=NN(C2)CC2=CC=C(C=C2)OC)C1)=O 7-hydroxy-2-(4-methoxybenzyl)-5,6,7,8-tetrahydrocyclohepta[c]pyrazol-4(2H)-one